2-(3,3-Difluoropropoxy)pyrimidin-5-amine FC(CCOC1=NC=C(C=N1)N)F